CN(CCOC1=NC(=C2C(=N1)N(N=C2)C)NC(=O)C=2SC(=CC2)[N+](=O)[O-])C N-(6-(2-(dimethylamino)ethoxy)-1-methyl-1H-pyrazolo[3,4-d]pyrimidin-4-yl)-5-nitrothiophene-2-carboxamide